CC1(CC1)CNC(C1=CN=CC(=C1N1CC2(CCCN2)CC1)C1=CC(=CC(=C1)F)F)=O N-(1-methylcyclopropyl)methyl-4-(1,7-diaza-7-spiro[4.4]nonyl)-5-(3,5-difluorophenyl)nicotinamide